ClC1=CC(=C(C=C1)C1=C(C=C(C(=C1)CCCCCC)C1=C(C=C(C=C1)Cl)C)CCCCCC)C 4,4''-dichloro-2',5'-dihexyl-2,2''-dimethyl-1,1':4',1''-terphenyl